C(C)OC1=C(OCC(=O)NC2=CC=C(C=C2)C)C=CC(=C1)\C=C\C(=O)C1=CC=C(C=C1)O 2-[2-Ethoxy-4-[(E)-3-(4-hydroxyphenyl)-3-oxoprop-1-enyl]phenoxy]-N-(4-methylphenyl)acetamide